4-((3S,5R)-3-amino-5-fluoropiperidin-1-yl)-5-fluoro-2,3-dimethyl-1H-indole N[C@@H]1CN(C[C@@H](C1)F)C1=C2C(=C(NC2=CC=C1F)C)C